4-(5-(6-(1,3-dioxolan-2-yl)-5-hydroxypyridin-2-yl)pentyl)-4-methylmorpholine-4-ium O1C(OCC1)C1=C(C=CC(=N1)CCCCC[N+]1(CCOCC1)C)O